2-Cyclopentyl-N-{2,6-dimethyl-4-[(6-trifluoromethyl-pyridin-3-ylmethyl)-amino]-phenyl}-acetamide C1(CCCC1)CC(=O)NC1=C(C=C(C=C1C)NCC=1C=NC(=CC1)C(F)(F)F)C